(3S)-7-((S)-4-acryloyl-2-methylpiperazin-1-yl)-9-chloro-3-((dimethylamino)methyl)-10-(2-fluoro-6-hydroxyphenyl)-2H-[1,4]oxazino[2,3,4-ij]quinazolin-5(3H)-one C(C=C)(=O)N1C[C@@H](N(CC1)C1=NC(N2C3=C(C(=C(C=C13)Cl)C1=C(C=CC=C1O)F)OC[C@@H]2CN(C)C)=O)C